2,3-dihydrobenzofuran-2-carboxylic acid O1C(CC2=C1C=CC=C2)C(=O)O